ethyl-2-isopropyl-5-methyl-N-(2-(pyridin-2-yl)ethyl)cyclohexanecarboxamide C(C)C1(C(CCC(C1)C)C(C)C)C(=O)NCCC1=NC=CC=C1